N-(4-(6-(1-benzyl-1H-pyrazole-4-carbonyl)-2-((S)-2,2-dimethylcyclopropane-1-carbonyl)-2,6-diazaspiro[3.4]octan-8-yl)phenyl)cyclohexanecarboxamide C(C1=CC=CC=C1)N1N=CC(=C1)C(=O)N1CC2(CN(C2)C(=O)[C@@H]2C(C2)(C)C)C(C1)C1=CC=C(C=C1)NC(=O)C1CCCCC1